2-(3-methyl-1-((S)-tetrahydrofuran-3-yl)-1H-indazol-7-yl)-2-(3-(5-(5,6,7,8-tetrahydro-1,8-naphthyridin-2-yl)pentyloxy)azetidin-1-yl)acetic acid CC1=NN(C2=C(C=CC=C12)C(C(=O)O)N1CC(C1)OCCCCCC1=NC=2NCCCC2C=C1)[C@@H]1COCC1